2-[(2S)-2-aminopropyl]-5-chloro-3-cyclopropyl-N-(thiophen-2-ylmethyl)furo[3,2-b]pyridin-7-amine N[C@H](CC1=C(C2=NC(=CC(=C2O1)NCC=1SC=CC1)Cl)C1CC1)C